(3s,4r)-4-(2,6-difluoro-4-methoxyphenyl)-3-({5-[4-(difluoromethoxy)phenyl]-1,3,4-oxadiazol-2-yl}amino)pyrrolidin-2-one tert-butyl-2-(2-azidoethyl)-2,5-dihydro-1H-pyrrole-1-carboxylate C(C)(C)(C)OC(=O)N1C(C=CC1)CCN=[N+]=[N-].FC1=C(C(=CC(=C1)OC)F)[C@H]1[C@@H](C(NC1)=O)NC=1OC(=NN1)C1=CC=C(C=C1)OC(F)F